ClC1=C(C=CC=C1)S(=O)(=O)NC1=CC=C(C(=N1)OC)C=1C=C2C=NC(=NC2=CC1CC)NC1CCC(CC1)NC(OC(C)(C)C)=O tert-butyl ((1r,4r)-4-((6-(6-(2-chlorophenylsulfonamido)-2-methoxypyridin-3-yl)-7-ethylquinazolin-2-yl)amino)cyclohexyl)carbamate